N-(6-amino-5-methyl-3-pyridyl)-2-[(2S,5R)-2-cyclohexyl-5-methyl-1-piperidyl]-2-oxo-acetamide NC1=C(C=C(C=N1)NC(C(=O)N1[C@@H](CC[C@H](C1)C)C1CCCCC1)=O)C